FC1=C(C=CC(=C1)F)NC(CCN1C(C2=C(C=3C=CC(=CC13)[Sn](C)(C)C)N(N=C2)C)=O)=O N-(2,4-difluorophenyl)-3-(1-methyl-4-oxo-7-trimethylstannyl-pyrazolo[4,3-c]quinolin-5-yl)propanamide